2-[4-[5-Amino-4-cyano-1-(1-methylcyclopropyl)pyrazol-3-yl]phenyl]-N-[3-[4-(trifluoromethyl)bicyclo[2.2.1]heptan-1-yl]-1,2-oxazol-5-yl]acetamide NC1=C(C(=NN1C1(CC1)C)C1=CC=C(C=C1)CC(=O)NC1=CC(=NO1)C12CCC(CC1)(C2)C(F)(F)F)C#N